C1(CC1)C1=CSC2=C1CC(CC2)=O 3-cyclopropyl-6,7-dihydro-4H-benzothiophen-5-one